{trans-3-(4-{[4-(2-hydroxyethyl)-6-(trifluoromethyl)pyridin-2-yl]oxy}piperidin-1-yl)-1-[4-(7H-pyrrolo[2,3-d]pyrimidin-4-yl)-1H-pyrazol-1-yl]cyclobutyl}acetonitrile OCCC1=CC(=NC(=C1)C(F)(F)F)OC1CCN(CC1)C1CC(C1)(N1N=CC(=C1)C=1C2=C(N=CN1)NC=C2)CC#N